N1CCC(CC1)C1N(CCCC1)C1=NN(C2=CC=CC=C12)C piperidin-4-yl-1-methyl-1H-indazol-3-yl-piperidine